3-bromo-2-(1-hydroxycyclohexyl)-7-(methoxycarbonyl)-[1,2]selenazolo[2,3-a]pyridin-8-ium chloride [Cl-].BrC1=C([Se][N+]=2C1=CC=CC2C(=O)OC)C2(CCCCC2)O